2-(4-(Difluoromethyl)cyclohexyl)-N-(4-(6-fluoro-3,4-dihydroisoquinolin-2(1H)-yl)-2,6-dimethylphenyl)acetamide FC(C1CCC(CC1)CC(=O)NC1=C(C=C(C=C1C)N1CC2=CC=C(C=C2CC1)F)C)F